ClC=1C=C2C(=NC(=NC2=C(C1C1=CC=C(C=2SC(=C(C21)C#N)NC(OC(C)(C)C)=O)F)F)OC[C@]21CCCN1C\C(\C2)=C/F)O tert-butyl (4-(6-chloro-8-fluoro-2-(((S,Z)-2-(fluoromethylene)tetrahydro-1H-pyrrolizin-7a(5H)-yl)methoxy)-4-hydroxyquinazolin-7-yl)-3-cyano-7-fluorobenzo[b]thiophen-2-yl)carbamate